[Si](C)(C)(C(C)(C)C)OC[C@H](C1=CC(=CC(=C1)F)Cl)NC(=O)C=1OC=C(N1)C1=NC(=NC=C1)NC1CCOCC1 (S)-N-(2-((tert-butyldimethylsilyl)oxy)-1-(3-chloro-5-fluorophenyl)ethyl)-4-(2-((tetrahydro-2H-pyran-4-yl)amino)pyrimidin-4-yl)oxazole-2-carboxamide